C/C(=C/C#N)/CCCC=C(C)C (2Z)-3-METHYL-5-PRENYL-2-PENTENENITRILE